N,N'-(7,7-dimethyl-3,6,8,11-tetraoxatridecane-1,13-diyl)diacrylamide CC(OCCOCCNC(C=C)=O)(OCCOCCNC(C=C)=O)C